C(C)(C)C=1C(=C(C=CC1)S(=O)(=O)O)N isopropyl-aminobenzenesulfonic acid